n-ethyl-3,4-difluoro-N-((2R,3R,4S,5R,6R)-4-(4-(3-fluorophenyl)-1H-1,2,3-triazol-1-yl)-3,5-dihydroxy-6-(hydroxymethyl)tetrahydro-2H-pyran-2-yl)benzamide C(C)N(C(C1=CC(=C(C=C1)F)F)=O)[C@@H]1O[C@@H]([C@@H]([C@@H]([C@H]1O)N1N=NC(=C1)C1=CC(=CC=C1)F)O)CO